3-(6-(2,3-dichloro-6-methoxyphenyl)-4-oxo-4,5,6,7-tetrahydro-3H-cyclopenta[d]pyrimidin-3-yl)1-pyrrolidinecarboxylic acid tert-butyl ester C(C)(C)(C)OC(=O)N1CC(CC1)N1C=NC2=C(C1=O)CC(C2)C2=C(C(=CC=C2OC)Cl)Cl